C1CCC2=C(C=3CCCC3C=C12)NC(=O)N=[S@](=O)(N)C=1C=NN2C1OCC[C@H]2C (R,7R)-N'-((1,2,3,5,6,7-hexahydro-s-indacen-4-yl)carbamoyl)-7-methyl-6,7-dihydro-5H-pyrazolo[5,1-b][1,3]oxazine-3-sulfonimidamide